1-ethyl-5-(4-fluorophenyl)-6-methyl-4-oxopyridazine-3-carboxamide C(C)N1N=C(C(C(=C1C)C1=CC=C(C=C1)F)=O)C(=O)N